FC=1C=CC(=C(C1)NC(=O)C=1C=2C[C@H]3[C@@H](C2N(N1)C1=C(C=C(C=C1)F)F)C3)OC (1aS,5aS)-2-(2,4-Difluoro-phenyl)-1a,2,5,5a-tetrahydro-1H-2,3-diaza-cyclopropa[a]pentalene-4-carboxylic acid (5-fluoro-2-methoxy-phenyl)-amide